(R)-1-(4-(1-aminoethyl)phenyl)-4-chloro-2,7-dimethoxy-6(5H)-phenanthridinone hydrochloride Cl.N[C@H](C)C1=CC=C(C=C1)C1=C(C=C(C=2NC(C3=C(C=CC=C3C12)OC)=O)Cl)OC